C(C)(C)(C)NC(O[C@H]1C[C@H](CC1)C1=CC(=NN1)NC(CC=1SC(=NN1)C)=O)=O (1R,3S)-3-(3-{[(5-methyl-1,3,4-thiadiazol-2-yl)acetyl]amino}-1H-pyrazol-5-yl)cyclopentyl tert-butylcarbamate